(R,Z)-N-(1-(3-(difluoromethyl)-2-fluorophenyl)ethyl)-6-(1-(difluoromethyl)cyclopropyl)-1,2-dimethylpyrido[3,4-d]pyrimidin-4(1H)-imine FC(C=1C(=C(C=CC1)[C@@H](C)\N=C/1\C2=C(N(C(=N1)C)C)C=NC(=C2)C2(CC2)C(F)F)F)F